1-oxa-8-azaspiro[4.5]decan-4-ol O1CCC(C12CCNCC2)O